tert-butyl 2,2-dimethyl-6-[3-nitro-4-(1-oxo-3,4-dihydro-2H-isoquinolin-6-yl) pyrazol-1-yl]-3H-1,4-benzoxazine-4-carboxylate CC1(OC2=C(N(C1)C(=O)OC(C)(C)C)C=C(C=C2)N2N=C(C(=C2)C=2C=C1CCNC(C1=CC2)=O)[N+](=O)[O-])C